(2S,3R)-2-amino-6-borono-3-(guanidinomethyl)hexanoic acid N[C@H](C(=O)O)[C@H](CCCB(O)O)CNC(=N)N